N1=CC=CC2=CC=C(C=C12)C1=C(C=CC(=N1)C#N)C=1C=NN(C1)CC1(CC1)C(F)(F)F 6-Chinolin-7-yl-5-(1-{[1-(trifluoromethyl)cyclopropyl]methyl}-1H-pyrazol-4-yl)pyridin-2-carbonitril